5-bromo-1-(2-(dimethylamino)ethyl)pyridin-2(1H)-one BrC=1C=CC(N(C1)CCN(C)C)=O